4-[3-(3,4-dihydro-1H-isoquinolin-2-yl)-2-hydroxy-propyl]-8-methoxy-2,3-dihydro-1,4-benzoxazepine-5-one C1N(CCC2=CC=CC=C12)CC(CN1CCOC2=C(C1=O)C=CC(=C2)OC)O